(S)-1-(4,4-dimethyltetrahydrofuran-3-yl)-2-(4-(6-((5-ethoxy-1,3,4-thiadiazol-2-yl)methoxy)-5-fluoropyridin-2-yl)-2,3,6-trifluorobenzyl)-1H-benzo[d]imidazole-6-carboxylic acid CC1([C@@H](COC1)N1C(=NC2=C1C=C(C=C2)C(=O)O)CC2=C(C(=C(C=C2F)C2=NC(=C(C=C2)F)OCC=2SC(=NN2)OCC)F)F)C